OC1=C(C(=O)NC2=C(C=C(C=C2)O)S(=O)(=O)O)C=C(C(=C1)C(=O)NC1=C(C=C(C=C1)O)S(=O)(=O)O)O 2-(2,5-dihydroxy-4-(4-hydroxy-2-sulfophenylaminocarbonyl)benzamido)-5-hydroxybenzenesulfonic acid